ClC1=C(C=C2C(C(NC2=C1)=O)(C)C)F 6-chloro-5-fluoro-3,3-dimethylindolin-2-one